6-(4-(2-(1H-imidazol-1-yl)ethoxy)-3-methoxybenzoyloxy)hexanoic acid N1(C=NC=C1)CCOC1=C(C=C(C(=O)OCCCCCC(=O)O)C=C1)OC